Dimethyl-N-oxalyl-D-phenylalanine C[C@@](N(C(C(=O)O)=O)C)(CC1=CC=CC=C1)C(=O)O